2-((2-(2-(tert-butoxy)-2-oxoethyl)phenoxy)methyl)-7-iodobenzofuran-5-carboxylic acid C(C)(C)(C)OC(CC1=C(OCC=2OC3=C(C2)C=C(C=C3I)C(=O)O)C=CC=C1)=O